[Zn].[Ni].COC(CCC1=C(C=C(C=C1)COC)OCC)(C1=CC=CC=C1)OC 1-(3,3-dimethoxy-3-phenylpropyl)-2-ethoxy-4-(methoxymethyl)benzene nickel-Zinc